BrC=1N=NN(C1Br)CCOCCOCCOC 4,5-dibromo-1-{2-[2-(2-methoxyethoxy)ethoxy]ethyl}-1,2,3-triazole